ClC1=C(C=C2C=C(N=CC2=C1)NC(=O)C1C(C1)C=1C=NC=NC1)N1CCC(CC1)(C)C#N N-[7-chloro-6-(4-cyano-4-methyl-1-piperidyl)-3-isoquinolyl]-2-pyrimidin-5-yl-cyclopropanecarboxamide